1-(2-hydroxy-2-methylpropyl)-5-methyl-1H-indazole-3-carboxylic acid OC(CN1N=C(C2=CC(=CC=C12)C)C(=O)O)(C)C